CN1N=C(N=C1)S 1-methyl-3-mercapto-1,2,4-triazol